C(C)(=O)NCCC(=O)N[C@@H](C(=O)N[C@H]1C[C@H](CCC1)NC1=CC(=NC2=CC=CC=C12)C(F)(F)F)CC1=CN=CN1 (2R)-2-(3-acetamidopropionamido)-3-(1H-imidazol-5-yl)-N-[(1R,3s)-3-{[2-(trifluoromethyl)quinolin-4-yl]amino}cyclohexyl]propanamide